FCCCN1CC(C1)=CC1=CC=C(C=C1)C1=C(CCCC2=C1C=CC(=C2)C(=O)O)C2=C(C=CC=C2C(F)(F)F)C 9-(4-((1-(3-fluoropropyl)azetidin-3-ylidene)methyl)phenyl)-8-(2-methyl-6-(trifluoromethyl)phenyl)-6,7-dihydro-5H-benzo[7]annulene-3-carboxylic acid